(RS)-6-Methoxy-quinoline-2-carboxylic acid (4-pyrrolidin-3-yl-phenyl)-amide hydrochloride Cl.N1C[C@H](CC1)C1=CC=C(C=C1)NC(=O)C1=NC2=CC=C(C=C2C=C1)OC |r|